(3S,4R)-3-fluoro-4-((2-(3-((2-methoxy-4-(methylsulfonyl)phenyl)amino)prop-1-yn-1-yl)-1-(2,2,2-trifluoroethyl)-1H-indol-4-yl)amino)cyclohexan-1-one F[C@H]1CC(CC[C@H]1NC1=C2C=C(N(C2=CC=C1)CC(F)(F)F)C#CCNC1=C(C=C(C=C1)S(=O)(=O)C)OC)=O